C(#N)[C@H]1C[C@H](C1)S(=O)(=O)C=1C=C(C=CC1)C(=O)N1C(CCCC1)C(=O)N 1-((3-((cis-3-cyanocyclobutyl)sulfonyl)phenyl)carbonyl)-2-piperidinecarboxamide